(5-(3,5-difluorophenyl)-4,5-dihydro-1H-pyrazol-1-yl)(3-((6-fluoro-1H-indazol-1-yl)-methyl)bicyclo[1.1.1]pentan-1-yl)methanone FC=1C=C(C=C(C1)F)C1CC=NN1C(=O)C12CC(C1)(C2)CN2N=CC1=CC=C(C=C21)F